4-bromo-2-iodo-1-tosyl-1H-pyrrolo[2,3-b]Pyridine BrC1=C2C(=NC=C1)N(C(=C2)I)S(=O)(=O)C2=CC=C(C)C=C2